C(=C)(C#N)C#N vinylidene cyanid